6-(2-amino-6-fluoro-5-(1'-(2,2,2-trifluoroethyl)spiro[chromane-2,4'-piperidin]-6-yl)pyridin-3-yl)-3,4-dihydroisoquinolin-1(2H)-one NC1=NC(=C(C=C1C=1C=C2CCNC(C2=CC1)=O)C=1C=C2CCC3(CCN(CC3)CC(F)(F)F)OC2=CC1)F